ClC=1C=CC(=C(C1)C1=C2C(=NC(=C1)C)C(=CS2)C(=O)NS(=O)(=O)C)OCCN2C(=NC=1CC[C@H](CC1C2=O)N2CCC(CC2)OC)C (R)-7-(5-chloro-2-(2-(6-(4-methoxypiperidin-1-yl)-2-methyl-4-oxo-5,6,7,8-tetrahydroquinazolin-3(4H)-yl)ethoxy)phenyl)-5-methyl-N-(methylsulfonyl)thieno[3,2-b]pyridine-3-carboxamide